N1(N=CC=C1)C1=CC=C(C=C1)CC(CC)=O 1-[4-(1-pyrazolyl)phenyl]butan-2-one